Cl.N[C@@H](CC1=CNC=N1)C(=O)O L-Histidine, monohydrochloride